1-isopropyl-5-(1H-tetrazol-5-yl)-1H-indole-3-carbaldehyde C(C)(C)N1C=C(C2=CC(=CC=C12)C1=NN=NN1)C=O